α-D-xylulofuranose OC[C@@]1(O)[C@@H](O)[C@H](O)CO1